tert-butyl 2-[4-(2-hydroxyethyl)phenoxy]acetate OCCC1=CC=C(OCC(=O)OC(C)(C)C)C=C1